((5-nitropyridin-3-yl)oxy)azetidine-1-carboxylic acid tert-butyl ester C(C)(C)(C)OC(=O)N1C(CC1)OC=1C=NC=C(C1)[N+](=O)[O-]